N1=CN=CC=C1N pyrimidine-6-amine